(TrifluoromethaneSulfonyl)methane FC(S(=O)(=O)C)(F)F